ClC1=CC=C(C(=C1C#N)N1CCC(CC1)C1=NN=CN1C([2H])([2H])[2H])C=1C=NC(=CC1)F 6-chloro-3-(6-fluoropyridin-3-yl)-2-(4-(4-(methyl-d3)-4H-1,2,4-triazol-3-yl)piperidin-1-yl)benzonitrile